(1,10-decanediyl-di-1-pyridinyl-4-ylidene)-bis-(1-octylamine) dichloride [Cl-].[Cl-].C(CCCCCCCCCN1C=CC(C=C1)=NCCCCCCCC)N1C=CC(C=C1)=NCCCCCCCC